2-(2-methoxyphenoxy)-6-nitroquinoline COC1=C(OC2=NC3=CC=C(C=C3C=C2)[N+](=O)[O-])C=CC=C1